(1S,3S)-3-((2-Cyclopropyl-6-(5-formyl-1-methyl-1H-1,2,3-triazol-4-yl)pyridin-3-yl)oxy)cyclohexane-1-carboxylic acid methyl Ester COC(=O)[C@@H]1C[C@H](CCC1)OC=1C(=NC(=CC1)C=1N=NN(C1C=O)C)C1CC1